CC1CCC(CC1)NC(N)=O 3-(4-methylcyclohexyl)urea